FC1=C(C=CC(=C1)F)C(COC1=CC=C(C=C1)C(\C=C\C1=CC2=CC=CC=C2C=C1)=O)(CN1N=CN=C1)O (E)-1-[4-[2-(2,4-Difluorophenyl)-2-hydroxy-3-(1,2,4-triazol-1-yl)propoxy]phenyl]-3-naphthalen-2-ylprop-2-en-1-one